FC1=C(C(=CC(=C1)OC)F)[C@H]1[C@@H](C(NC1)=O)NC=1OC(=NN1)C1=CC=C(C=C1)OCCCC(F)(F)F (3S,4R)-4-(2,6-difluoro-4-methoxyphenyl)-3-({5-[4-(4,4,4-trifluorobutoxy)phenyl]-1,3,4-oxadiazol-2-yl}amino)pyrrolidin-2-one